racemic-pantoic acid C([C@H](O)C(C)(C)CO)(=O)O |r|